hydroxyisopentyl-propylene OC(=CC)CCC(C)C